COC(C1=CC=CC=C1O)=O 6-hydroxybenzoic acid methyl ester